dieth-ylcarbonate C(C)OC(OCC)=O